C(=O)(C(=C)C)OCCC[Si](OC)(OC)OC 3-Methacryl-oxypropyltrimethoxysilan